2-(difluoromethyl)-N-[(3R)-1,1-dimethyl-indan-4-yl]pyridine-3-carboxamide Ammonium nitrat [N+](=O)([O-])[O-].[NH4+].FC(C1=NC=CC=C1C(=O)NC1=C2CCC(C2=CC=C1)(C)C)F